N-((5-fluoro-2,3-dihydrobenzofuran-4-yl)methyl)-2-methoxy-1,6-naphthyridin-5-amine FC=1C=CC2=C(CCO2)C1CNC=1C=2C=CC(=NC2C=CN1)OC